6-(2,2-difluorocyclopropyl)-N-[8-fluoro-7-(2-hydroxypropane-2-yl)-2-(piperidin-4-yl)imidazo[1,2-a]pyridin-6-yl]pyridine-2-carboxamide FC1(C(C1)C1=CC=CC(=N1)C(=O)NC=1C(=C(C=2N(C1)C=C(N2)C2CCNCC2)F)C(C)(C)O)F